NC1=NC=CC(=C1)C1=CC=C(C=C1)N(C(=O)NCC1=CC=CC=C1)[C@@H]1CC[C@H](CC1)NC1=NC=C(C=C1)C#N 1-(4-(2-aminopyridin-4-yl)phenyl)-3-benzyl-1-(trans-4-((5-cyanopyridin-2-yl)amino)cyclohexyl)urea